P(=O)(OCC1OC(CC1O)N1C(NC(C(=C1)F)=O)=O)(OCCOCCCCCCCCCCCCCCCC(F)(F)F)[O-].[NH4+] ammonium [5-(5-fluoro-2,4-dioxo-pyrimidin-1-yl)-3-hydroxy-tetrahydrofuran-2-yl]methyl 2-(16,16,16-trifluorohexadecoxy)ethyl phosphate